Niobium aluminide [Al].[Al].[Al].[Nb]